(S)-4-(((R)-2-methoxypropyl)(4-(5,6,7,8-tetrahydro-1,8-naphthyridin-2-yl)butyl)amino)-2-(4-phenyltetrahydro-2H-pyran-4-carboxamido)butanoic acid CO[C@@H](CN(CC[C@@H](C(=O)O)NC(=O)C1(CCOCC1)C1=CC=CC=C1)CCCCC1=NC=2NCCCC2C=C1)C